5-[1-methyl-2-[2-oxo-2-[4-[5-(trifluoromethyl)pyrimidin-2-yl]piperazin-1-yl]ethoxy]ethyl]-3-(trifluoromethyl)-1H-pyridin-2-one CC(COCC(N1CCN(CC1)C1=NC=C(C=N1)C(F)(F)F)=O)C=1C=C(C(NC1)=O)C(F)(F)F